C1=CC(=CC=C1C2=C(C(=O)C3=C(C=C(C=C3O2)O)O)O[C@H]4[C@@H]([C@H]([C@H](O4)[C@@H](CO)O)O)O)O The molecule is a kaempferol O-glucoside that is kaempferol attached to a beta-D-glucofuranosyl moiety at position 3 via a glycosidic linkage. It has a role as a plant metabolite. It is a kaempferol O-glucoside, a monosaccharide derivative and a trihydroxyflavone.